ClC=1C=C(C(=O)Cl)C=C(C1OC)OC 3-chloro-4,5-dimethoxybenzoyl chloride